(S)-2-tert-butoxycarbonylamino-3-methyl-butyric acid C(C)(C)(C)OC(=O)N[C@H](C(=O)O)C(C)C